ON=C(N)C1=CC=C(C=C1)B(O)O 4-(N'-HYDROXYCARBAMIMIDOYL)BENZENEBORONIC ACID